C(C)(C)(C)OC(=O)N1C(C2=CC(=CC=C2C1)OCC1C(N(CCC1C1=CC=C(C=C1)OC)C(=O)OC(C)(C)C)C)=O (-)-6-{[(trans)-1-[(tert-butoxy)carbonyl]-4-(4-methoxyphenyl)-2-methylpiperidin-3-yl]Methoxy}-1-oxo-2,3-dihydro-1H-isoindole-2-carboxylic acid tert-butyl ester